CN(C1=C(C=NC=2NC3=C(C=C(C(=C3C21)F)F)NC)C=2C=NC(=NC2)C2(CC2)C(=O)O)C 1-[5-[4-(Dimethylamino)-5,6-difluoro-8-(methylamino)-9H-pyrido[2,3-b]indol-3-yl]pyrimidin-2-yl]cyclopropanecarboxylic acid